α-Tertbutyl-glycine tert-butyl-N-[(1R)-6-benzyloxy-2-[tert-butyl(dimethyl)silyl]oxy-1-isobutyl-hexyl]carbamate C(C)(C)(C)N(C(O)=O)[C@@H](C(CCCCOCC1=CC=CC=C1)O[Si](C)(C)C(C)(C)C)CC(C)C.C(C)(C)(C)C(N)C(=O)O